Cl.ClC1=C(C=C(N=N1)N[C@H]1CNCCC1)CC (6-chloro-5-ethyl-pyridazin-3-yl)-[(3R)-3-piperidinyl]amine, hydrochloride